Cl.ClC1=C(C(=NC=C1)F)CN (4-Chloro-2-fluoropyridin-3-yl)methanamine HCl salt